(phenylsulfonyl)-3-(prop-1-en-2-yl)-1H-pyrrolo[3,2-c]pyridine C1(=CC=CC=C1)S(=O)(=O)N1C=C(C=2C=NC=CC21)C(=C)C